C(C)(C)(C)C=1C=C(C=CC1)C=1NC2=CC=C(C=C2C1)/C=C/C(=O)O (E)-3-(2-(3-(tert-butyl)phenyl)-1H-indol-5-yl)acrylic acid